N1N=CC=C1C1=CC=C(C=C1)C1CN(C1)C(=O)N1C[C@@H]2[C@@H](OCC(N2)=O)CC1 (4aR,8aS)-6-[3-[4-(1H-pyrazol-5-yl)phenyl]azetidine-1-carbonyl]-4,4a,5,7,8,8a-hexahydropyrido[4,3-b][1,4]oxazin-3-one